C(C1=CC=CC=C1)[C@@H]1N(OCC1)C1=CC(=NC=N1)NC=1C(=CC(=C(C1)NC(C=C)=O)N1CCN(CC1)C1CC1)OC N-(5-((6-((S)-3-benzylisoxazolidine-2-yl)pyrimidine-4-yl)amino)-2-(4-cyclopropylpiperazine-1-yl)-4-methoxyphenyl)acrylamide